4-amino-N-((5-bromopyridin-2-yl)methyl)-7-chloro-N-ethyl-1,3-dihydrofuro[3,4-c]quinoline-8-carboxamide NC1=NC=2C=C(C(=CC2C2=C1COC2)C(=O)N(CC)CC2=NC=C(C=C2)Br)Cl